(2S,4R)-1-(2-(4-amino-9H-pyrimido[4,5-b]indol-9-yl)acetyl)-N-(3-chloro-2-fluorobenzyl)-4-fluoropyrrolidine-2-carboxamide NC1=NC=NC=2N(C3=CC=CC=C3C21)CC(=O)N2[C@@H](C[C@H](C2)F)C(=O)NCC2=C(C(=CC=C2)Cl)F